C1=CC=CC=2C3=CC=CC=C3OP(C12)=O 9,10-Dihydro-9-oxa-10-phosphaphenanthrene-oxide